4-butoxybenzoic acid (2-diethylaminoethyl) ester C(C)N(CCOC(C1=CC=C(C=C1)OCCCC)=O)CC